FC(C=1C=NC(=NC1)N1CC2CCC(C1)N2CC(=O)N)(F)F 2-(3-(5-(Trifluoromethyl)pyrimidin-2-yl)-3,8-diazabicyclo[3.2.1]octan-8-yl)acetamide